C1(CC1)S(=O)(=O)N1N=CC(=C1)C1=NC=CC(=N1)NC1=CC(=C(C=N1)C1=NC=CC(=C1)OC(F)F)NC1CCC(CC1)(O)C (1s,4s)-4-((6'-((2-(1-(Cyclopropylsulfonyl)-1H-pyrazol-4-yl)pyrimidin-4-yl)amino)-4-(difluoromethoxy)-[2,3'-bipyridin]-4'-yl)amino)-1-methylcyclohexan-1-ol